4-[3-(5-Fluoro-2-pyridyl)-1-methyl-pyrazol-4-yl]-3-methyl-1H-pyrrolo[2,3-b]pyridine FC=1C=CC(=NC1)C1=NN(C=C1C1=C2C(=NC=C1)NC=C2C)C